4-(imidazo[1,2-a]pyridin-3-yl)pyrimidine-5-carboxylic acid isopropyl ester C(C)(C)OC(=O)C=1C(=NC=NC1)C1=CN=C2N1C=CC=C2